5-azaspiro[2.5]Octan-8-ol C1CC12CNCCC2O